FC=1C(=CC(=C(C1)S(=O)(=O)N)C)NC1=NC=C(C(=N1)C=1C=NN(C1)CC(C)(C)O)C(F)(F)F 5-fluoro-4-((4-(1-(2-hydroxy-2-methylpropyl)-1H-pyrazol-4-yl)-5-(trifluoromethyl)pyrimidin-2-yl)amino)-2-methylbenzenesulfonamide